BrC1=CC(=C(C=C1)B(O)O)C(F)(F)F (4-bromo-2-(trifluoromethyl)phenyl)boronic acid